2,2'-(9,9-difluoro-9H-fluorene-2,7-diyl)bis(4,4,5,5-tetramethyl-1,3,2-dioxaborolane) FC1(C2=CC(=CC=C2C=2C=CC(=CC12)B1OC(C(O1)(C)C)(C)C)B1OC(C(O1)(C)C)(C)C)F